NC1=C(C=C(C(=C1)OC)S(=O)(=O)C(C)(C)C)NC=1C=C(C(=C(C1)NC(OC(C)(C)C)=O)OC)F tert-butyl (5-((2-amino-5-(tert-butylsulfonyl)-4-methoxyphenyl)amino)-3-fluoro-2-methoxyphenyl)carbamate